rac-2-(N-(4-Amino-5-benzoylthiazol-2-yl)-4-cyanoanilino)propanamid NC=1N=C(SC1C(C1=CC=CC=C1)=O)N(C1=CC=C(C=C1)C#N)[C@@H](C(=O)N)C |r|